(S)-2,6-Difluoro-3-(1-methyl-6-(2-phenylmorpholino)-1H-pyrazolo[4,3-c]pyridin-3-yl)-5-(trifluoromethyl)phenol FC1=C(C(=C(C=C1C1=NN(C2=C1C=NC(=C2)N2C[C@@H](OCC2)C2=CC=CC=C2)C)C(F)(F)F)F)O